5-[[(6S)-2-azaspiro[3.4]octan-6-yl]oxy]-2-(trifluoromethyl)pyridine-4-carbonitrile C1NCC12C[C@H](CC2)OC=2C(=CC(=NC2)C(F)(F)F)C#N